O=C1C2=CC=C(C=C2C=2C=CC(=CC12)C(=O)OC)C(=O)OC dimethyl 9-oxo-9H-fluorene-2,6-dicarboxylate